OC1=C(C=CC=C1)C1=CC2=C(N=N1)SC(=C2C)C2CCN(CC2)C2CC(C2)C2=NOC(=C2)C(C(=O)OC)C(C)C methyl 2-[3-(3-{4-[3-(2-hydroxyphenyl)-5-methylthieno[2,3-c]pyridazin-6-yl]piperidin-1-yl}cyclobutyl)-1,2-oxazol-5-yl]-3-methylbutanoate